(3S,4R)-4-((7-(1-methyl-1H-pyrazol-4-yl)pyrrolo[2,1-f][1,2,4]triazin-2-yl)amino)tetrahydro-2H-pyran-3-ol CN1N=CC(=C1)C1=CC=C2C=NC(=NN21)N[C@H]2[C@@H](COCC2)O